N-([1,2,4]triazolo[4,3-a]pyridin-3-yl)-3-(1-(2-nitrophenyl)piperidin-4-yl)propanamide N=1N=C(N2C1C=CC=C2)NC(CCC2CCN(CC2)C2=C(C=CC=C2)[N+](=O)[O-])=O